FC1=C(C=CC=C1)C=1N(C=C(C1)CNC)S(=O)(=O)C=1C=C(C=CC1)NS(=O)(=O)C=1C=NN(C1)C N-(3-{[2-(2-fluorophenyl)-4-[(methylamino)methyl]-1H-pyrrol-1-yl]sulfonyl}phenyl)-1-methyl-1H-pyrazole-4-sulfonamide